2-(4-(4-(8-chloro-5,6-dihydro-11H-benzo-[5,6]cyclohepta[1,2-b]pyridin-11-ylidene)-piperidin-1-yl)butyl)-hexahydro-1H-isoindole-1,3(2H)-dione ClC=1C=CC2=C(CCC=3C(=NC=CC3)C2=C2CCN(CC2)CCCCN2C(C3CCCCC3C2=O)=O)C1